phenyl-2,4,6-trimethylbenzoyl-lithium phosphonite salt P(O)O.C1(=CC=CC=C1)C=1C(=C(C(=O)[Li])C(=CC1C)C)C